(3R)-N-[2,4-difluoro-3-[8-methyl-7-oxo-2-(2-piperidin-4-ylethylamino)pyrido[2,3-d]pyrimidin-6-yl]phenyl]-3-fluoropyrrolidine-1-sulfonyl-amine hydrochloride Cl.FC1=C(C=CC(=C1C1=CC2=C(N=C(N=C2)NCCC2CCNCC2)N(C1=O)C)F)NS(=O)(=O)N1C[C@@H](CC1)F